(S,E)-N-{[3-(1H-indazol-1-yl)pyridine-2-yl]methylene}-2-methylpropane-2-sulfinamide N1(N=CC2=CC=CC=C12)C=1C(=NC=CC1)\C=N\[S@@](=O)C(C)(C)C